C(C)(=O)O[C@H]1[C@@H](CN(C1)C(=O)OC(C)(C)C)C(=O)OCC (3R,4S)-1-tert-butyl 3-ethyl 4-acetoxypyrrolidine-1,3-dicarboxylate